4,4'-Difluorobiphenyl-methanol FC=1C=C(C(=CC1)C1=CC=C(C=C1)F)CO